C1(CCC1)N1CC2(C1)CCN(CC2)C2=CC=C(C=C2)C2=CC1=C(C(=N2)C)N=C(N1C)C1=CC=C(C=C1)S(=O)(=O)C 6-(4-(2-cyclobutyl-2,7-diazaspiro[3.5]nonan-7-yl)phenyl)-1,4-dimethyl-2-(4-(methylsulfonyl)phenyl)-1H-imidazo[4,5-c]pyridine